bis(t-butylperoxy)m-diisopropylbenzene C(C)(C)(C)OOC1=CC(=C(C=C1C(C)C)C(C)C)OOC(C)(C)C